4-fluoro-N'-hydroxybenzamidine FC1=CC=C(C(=NO)N)C=C1